N4-(4-chlorophenyl)-N2-cyclopropylpyrimidine-2,4,5-triamine ClC1=CC=C(C=C1)NC1=NC(=NC=C1N)NC1CC1